4-(6-((2-hydroxy-2-methylpropyl)carbamoyl)pyridin-3-yl)piperazine-1-carboxylic acid tert-butyl ester C(C)(C)(C)OC(=O)N1CCN(CC1)C=1C=NC(=CC1)C(NCC(C)(C)O)=O